N-(dimethyl(oxo)-λ6-sulfanylidene)-1,3-dioxo-1,3-dihydroisobenzofuran-5-carboxamide CS(=NC(=O)C=1C=C2C(OC(C2=CC1)=O)=O)(=O)C